S(=O)(=O)([O-])[O-].N1N=CC=C1.[Li+].[Li+] lithium pyrazole sulfate